BrC=1C(=CC=C2C(CCOC12)C)F 8-bromo-7-fluoro-4-methyl-chroman